2-((4-methoxyphenyl)disulfanyl)benzo[d]oxazole COC1=CC=C(C=C1)SSC=1OC2=C(N1)C=CC=C2